O=C1NC(CCC1N1C(C2=CC=C(C=C2C1=O)NCCCCCNC(C1=CN=CC=C1)=O)=O)=O N-(5-((2-(2,6-dioxopiperidin-3-yl)-1,3-dioxoisoindolin-5-yl)amino)pentyl)nicotinamide